4-(4-(3-fluoro-4-(7-hydroxyhept-1,3-diyn-1-yl)phenyl)-3,6-dihydropyridin-1(2H)-yl)-2-methyl-2-(methylsulfonyl)-N-((tetrahydro-2H-pyran-2-yl)oxy)butanamide FC=1C=C(C=CC1C#CC#CCCCO)C=1CCN(CC1)CCC(C(=O)NOC1OCCCC1)(S(=O)(=O)C)C